BrC1=NC(=CC=C1NC(C)C=1C=2C3=C(N(C(C2C=C(C1)C)=O)C)N(N=C3)CC)Cl 9-[1-[(2-bromo-6-chloro-3-pyridinyl)amino]ethyl]-3-ethyl-4,7-dimethyl-pyrazolo[3,4-C]isoquinolin-5-one